(3R)-8-fluoro-7-(hydrazinocarbonyl)-4-oxo-3,5-dihydro-2H-1,5-benzothiazepine FC1=CC2=C(NC(CCS2)=O)C=C1C(=O)NN